tert-butyl N-[2-[[5-(methylsulfonimidoyl)benzothiophene-2-carbonyl]amino]-4-(2-thienyl)phenyl]carbamate CS(=O)(=N)C=1C=CC2=C(C=C(S2)C(=O)NC2=C(C=CC(=C2)C=2SC=CC2)NC(OC(C)(C)C)=O)C1